(+/-)-alpha-[(tert-butylamino)methyl]-3,5-dihydroxybenzylalcohol sulfate S(=O)(=O)(O)O[C@H](C1=CC(=CC(=C1)O)O)CNC(C)(C)C |r|